(2R)-2-[4-Fluoro-3-(trifluoromethoxy)phenyl]-2-methoxy-N-[5-[[(3R)-1-pyridazin-3-ylpyrrolidin-3-yl]amino]-1,3,4-thiadiazol-2-yl]acetamid FC1=C(C=C(C=C1)[C@H](C(=O)NC=1SC(=NN1)N[C@H]1CN(CC1)C=1N=NC=CC1)OC)OC(F)(F)F